C(C)N1CCN(CC1)CC1=NC2=CC=C(C=C2C=C1)C(=O)N 2-((4-ethylpiperazin-1-yl)methyl)quinoline-6-carboxamide